7-methoxy-3H-spiro[benzofuran-2,3'-pyrrolidin] COC1=CC=CC=2CC3(CNCC3)OC21